4-(4-(aminomethyl)-2-fluorophenyl)piperazin-2-one NCC1=CC(=C(C=C1)N1CC(NCC1)=O)F